BrC=1C=CC=C2CC(C(OC12)C1=C(C=C(C=C1)Cl)F)=O 8-Bromo-2-(4-chloro-2-fluorophenyl)chroman-3-one